CC1=CC=C(C=C1)S(=O)(=O)OCCCC=1C=C2CN(C(C2=CC1)=O)N1C(NC(CC1)=O)=O 3-(2-(2,4-dioxotetrahydropyrimidin-1(2H)-yl)-1-oxoisoindolin-5-yl)propyl 4-methylbenzenesulfonate